(1s,3r)-N1-(2-chloro-5-fluoropyrimidin-4-yl)cyclohexane-1,3-diamine ClC1=NC=C(C(=N1)N[C@@H]1C[C@@H](CCC1)N)F